methyl (((cis-3-(2-amino-6-methoxy-9H-purin-9-yl)cyclobutyl) methoxy)(2-(pivaloylthio)ethoxy)phosphoryl)-L-alaninate NC1=NC(=C2N=CN(C2=N1)[C@H]1C[C@H](C1)COP(=O)(OCCSC(C(C)(C)C)=O)N[C@@H](C)C(=O)OC)OC